(E)-3-(4-((4-(4-methoxyphenyl)-6-phenyl-1,3,5-triazin-2-yl)amino)phenyl)-N-(3-hydroxypropyl)acrylamide COC1=CC=C(C=C1)C1=NC(=NC(=N1)C1=CC=CC=C1)NC1=CC=C(C=C1)/C=C/C(=O)NCCCO